C=C(C(=O)OCC(Cl)(Cl)Cl)CC(=O)OC1(CS(C1)(=O)=O)C1=CC=C(C=C1)C(F)(F)F 4-(1,1-dioxido-3-(4-(trifluoromethyl)phenyl)thietan-3-yl) 1-(2,2,2-trichloroethyl) 2-methylenesuccinate